C(CC)NCCN N-propylethane-1,2-diamine